N-(5,6-Dimethoxy-benzothiazol-2-yl)-2-(4-ethanesulfonyl-phenyl)-2-(4-nitro-phenoxy)-acetamide COC=1C(=CC2=C(N=C(S2)NC(C(OC2=CC=C(C=C2)[N+](=O)[O-])C2=CC=C(C=C2)S(=O)(=O)CC)=O)C1)OC